C(C)(C)(C)C=1C=C(C=C(C1O)C(C)(C)C)CCC(=O)NCCCCCCNC(CCC1=CC(=C(C(=C1)C(C)(C)C)O)C(C)(C)C)=O bis[3-(3,5-di-tert-butyl-4-hydroxyphenyl)propionyl]hexamethylenediamine